4-(7-(5-chloro-2-fluorophenyl)-2,3-dihydro-1H-pyrido[3,4-b][1,4]oxazin-1-yl)-N-(3-methoxy-4-(4-methylpiperazin-1-yl)phenyl)pyridin-2-amine ClC=1C=CC(=C(C1)C1=CC2=C(OCCN2C2=CC(=NC=C2)NC2=CC(=C(C=C2)N2CCN(CC2)C)OC)C=N1)F